C1(=CC=CC=C1)C=1C=CC=2N(C1C(=O)O)C=NC2 6-phenylimidazo[1,5-a]pyridine-5-carboxylic acid